1-[4-(cyanomethyl)-1-(2,2,2-trifluoroethyl)-4-piperidyl]-3-[[rac-(1R,2R)-2-methylcyclopropanecarbonyl]amino]pyrazole-4-carboxamide C(#N)CC1(CCN(CC1)CC(F)(F)F)N1N=C(C(=C1)C(=O)N)NC(=O)[C@H]1[C@@H](C1)C |r|